N-[methyl]benzenesulfonamide CNS(=O)(=O)C1=CC=CC=C1